molybdenum tetrathiol S1SSSC1.[Mo]